Monocetyl phosphate P(=O)(OCCCCCCCCCCCCCCCC)([O-])[O-]